3-Methyl-4-propylphenol CC=1C=C(C=CC1CCC)O